ClC=1N=CC2=C(N(CC(C(N2C)=O)C(C)O)C2CCCC2)N1 2-chloro-9-cyclopentyl-7-(1-hydroxyethyl)-5-methyl-5,7,8,9-tetrahydro-6H-pyrimido[4,5-b][1,4]diazepin-6-one